CO[Si](CCCSSSSCCC[Si](OC)(OC)OC)(OC)OC Bis(3-trimethoxysilylpropyl)tetrasulfane